N-(2-((1-(5-chloro-2-methoxyphenyl)-6-(pyrazolo[1,5-a]pyrimidin-3-yl)-1H-pyrazolo[4,3-c]pyridin-4-yl)amino)ethyl)acetamide ClC=1C=CC(=C(C1)N1N=CC=2C(=NC(=CC21)C=2C=NN1C2N=CC=C1)NCCNC(C)=O)OC